racemic-1-(3-((4-amino-1-methyl-1H-pyrazol-3-yl)oxy)-2,2-dimethylazetidin-1-yl)ethan-1-one NC=1C(=NN(C1)C)O[C@H]1C(N(C1)C(C)=O)(C)C |r|